ClC1=C(C#N)C=CC(=C1)NC1=C(C(=CC=C1)[C@]1(NC(N(C(C1)=O)C1CCOCC1)=N)C)Cl 2-Chloro-4-{2-chloro-3-[(4S)-2-imino-4-methyl-6-oxo-1-(tetrahydropyran-4-yl)-hexahydropyrimidin-4-yl]-anilino}benzonitrile